C1(CC1)C1=CC(=CC=2N=C(OC21)C=2C=C(C=CC2)C2=C(C=C(C=C2)F)C2=NN=CN2C)CO (7-cyclopropyl-2-(4'-fluoro-2'-(4-methyl-4H-1,2,4-triazol-3-yl)-[1,1'-biphenyl]-3-yl)benzo[d]oxazol-5-yl)methanol